C1(CCCC1)C1=CC(=C(N)C=C1)OC1CCN(CC1)C 4-cyclopentyl-2-[(1-methylpiperidin-4-yl)oxy]aniline